1-[3-[2-(dimethylamino)-ethyl]-5-methoxy-indol-1-yl]propan-1-one CN(CCC1=CN(C2=CC=C(C=C12)OC)C(CC)=O)C